5-(4-(2-(1-(4-(5-(difluoromethyl)-5H-pyrido[4,3-b]indol-7-yl)-2,6-difluorophenyl)piperidin-4-yl)ethyl)piperazin-1-yl)-2-(2,6-dioxopiperidin-3-yl)isoindoline-1,3-dione FC(N1C2=C(C=3C=CC(=CC13)C1=CC(=C(C(=C1)F)N1CCC(CC1)CCN1CCN(CC1)C=1C=C3C(N(C(C3=CC1)=O)C1C(NC(CC1)=O)=O)=O)F)C=NC=C2)F